C(CCC)C1CCCC2=C(N(C3=C(C=CC=C23)C(=O)O)CC2=CC(=CC=C2)C)C1 7-butyl-5-[(3-methylphenyl)methyl]-5H,6H,8H,10H-cyclohepta[b]indole-4-carboxylic acid